tert-butyl [(1S,3R)-3-acetylcyclopentyl]carbamate C(C)(=O)[C@H]1C[C@H](CC1)NC(OC(C)(C)C)=O